2,2,4,6,7-Pentamethyl-2,3-dihydrobenzofuran-5-sulfonamide CC1(OC2=C(C1)C(=C(C(=C2C)C)S(=O)(=O)N)C)C